ClC1=NC=NC2=C1N(C=1C=CC(=CC21)C=2CCN(CC2)C)CC(F)(F)F 4-chloro-8-(1-methyl-1,2,3,6-tetrahydropyridin-4-yl)-5-(2,2,2-trifluoroethyl)-5H-pyrimido[5,4-b]indole